4-(4-Phenylbutoxy)benzoic acid methyl ester COC(C1=CC=C(C=C1)OCCCCC1=CC=CC=C1)=O